C(#N)C=1C=CC(=NC1)C(=O)O 5-CYANOPYRIDINE-2-CARBOXYLIC ACID